OCCC=1C=C2C(N(C(=NC2=C(C1)C)C=1C=C2C(=CN1)SC=C2)COCC[Si](C)(C)C)=O 6-(2-hydroxy-ethyl)-8-methyl-2-thieno[2,3-c]pyridin-5-yl-3-(2-trimethylsilyl-ethoxymethyl)-3H-quinazolin-4-one